BrC=1C(=NN(N1)C)C(O)C=1N=C2N(C=C(C=C2)C(F)(F)F)C1 (5-bromo-2-methyl-2H-1,2,3-triazol-4-yl)(6-(trifluoromethyl)imidazo[1,2-a]pyridin-2-yl)methanol